n-butyliminobis(dimethylamino)cyclopentadienyl-niobium C(CCC)N=[Nb](C1C=CC=C1)(N(C)C)N(C)C